CC1=CC=C(OCCN2CCN(CC2)S(=O)(=O)C=2C=C3C(C(NC3=CC2)=O)=O)C=C1 5-((4-(2-(4-methylphenoxy)ethyl)piperazin-1-yl)sulfonyl)indoline-2,3-dione